2,2-dimethylbutene CC(C)(C=C)C